1-phenethyl-piperidine-4-carboxylic acid C(CC1=CC=CC=C1)N1CCC(CC1)C(=O)O